NC1=C(C(=O)NCC(=O)C2=CC=C(C=C2)Cl)C=C(C=N1)Br 2-amino-5-bromo-N-(2-(4-chlorophenyl)-2-oxoethyl)nicotinamide